C1(CC1)C1=C(C(=CC=C1)F)N1CCC(CC1)N1C(N(C=2C([C@H]1C)=CN(N2)C)CC2=C(C=CC=C2)C(F)(F)F)=O |o1:21| (R)- or (S)-5-[1-(2-Cyclopropyl-6-fluoro-phenyl)-piperidin-4-yl]-2,4-dimethyl-7-(2-trifluoromethylbenzyl)-2,4,5,7-tetrahydro-pyrazolo[3,4-d]pyrimidin-6-one